(2s,3s)-(+)-dl-O-4-toluoyl-D-tartaric acid C1(=CC=C(C=C1)C(=O)OC([C@@H](O)[C@H](O)C(=O)O)=O)C